alpha-glycidyl-beta-glycidyl-acrylate C(C1CO1)C(C(=O)[O-])=CCC1CO1